phenylmethoxy-alanyl phosphate P(=O)(OC([C@@H](NOCC1=CC=CC=C1)C)=O)([O-])[O-]